C1(CC1)OC1=C(C=C(C(=O)NC[C@](O)(C=2C=C3C(=C(N2)C2=CC=C(C=C2)F)OC[C@@]3(N3N=NC=C3)C)C3CC3)C=C1)OC 4-cyclopropoxy-N-((S)-2-cyclopropyl-2-((R)-7-(4-fluorophenyl)-3-methyl-3-(1H-1,2,3-triazol-1-yl)-2,3-dihydrofuro[2,3-c]pyridin-5-yl)-2-hydroxyethyl)-3-methoxybenzamide